BrC1=C(O)C(=CC(=C1)O)Br 2,6-dibromohydroquinone